3-[[6-[1-[[4-[4-[4-(aminomethyl)-3-fluoro-phenyl]pyrrolo[2,1-f][1,2,4]triazin-6-yl]phenyl]methyl]-4-piperidyl]-3-pyridyl]amino]piperidine-2,6-dione NCC1=C(C=C(C=C1)C1=NC=NN2C1=CC(=C2)C2=CC=C(C=C2)CN2CCC(CC2)C2=CC=C(C=N2)NC2C(NC(CC2)=O)=O)F